P(=O)(O)(OCC(Br)CCOC(C=C)=O)[O-] acryloyloxyethyl-2-bromoethyl hydrogenphosphate